NCC1=CC=C2C=CC3=C(N(C(N3C3C(NC(CC3)=O)=O)=O)C)C2=C1 3-(8-(aminomethyl)-1-methyl-2-oxo-1,2-dihydro-3H-naphtho[1,2-d]imidazol-3-yl)piperidine-2,6-dione